4-(4-cyclopropyloxy-5-(1-(2-(methylamino)propyl)-1H-pyrazol-4-yl)pyridin-2-yl)-2-(difluoromethyl)-N6-(2,4-dimethoxybenzyl)pyrimidine-4,6-diamine C1(CC1)OC1=CC(=NC=C1C=1C=NN(C1)CC(C)NC)C1(NC(=NC(=C1)NCC1=C(C=C(C=C1)OC)OC)C(F)F)N